6-(3-hydroxybenzylamino)purine OC=1C=C(CNC2=C3NC=NC3=NC=N2)C=CC1